1-(2,6-dibenzyloxy-3-pyridyl)-5-[(2s)-2-(trifluoromethyl)pyrrolidin-1-yl]benzo[cJ]indol-2-one C(C1=CC=CC=C1)OC1=NC(=CC=C1N1C(C2=C3C(C=CC=C13)=C(C=C2)N2[C@@H](CCC2)C(F)(F)F)=O)OCC2=CC=CC=C2